C(C)(C)(C)OC(=O)N1[C@@H]2[C@](CC1)(CCC2)C(=O)O trans-(3aR,6aS)-1-(tert-butoxycarbonyl)hexahydrocyclopenta[b]pyrrole-3a(1H)-carboxylic acid